(1s,3s)-3-(5-(trifluoromethoxy)benzo[d]thiazol-4-yl)cyclobutan-1-ol FC(OC=1C=CC2=C(N=CS2)C1C1CC(C1)O)(F)F